[4-[4-[4-cyano-6-(trifluoromethyl)-2-pyridyl]piperazin-1-yl]sulfonylphenyl]benzamide C(#N)C1=CC(=NC(=C1)C(F)(F)F)N1CCN(CC1)S(=O)(=O)C1=CC=C(C=C1)C1=C(C(=O)N)C=CC=C1